N1C(=NC2=C1C=CC=C2)C(C)NC([C@H](CC(N2[C@@H](CCC2)C2=CC=CC=C2)=O)NS(=O)(=O)CCC(C)C)=O (2S)-N-[1-(1H-benzimidazol-2-yl)ethyl]-2-(isopentylsulfonylamino)-4-oxo-4-[(2S)-2-phenylpyrrolidin-1-yl]butanamide